C(#N)C=1N=C2C3=C(C(N(C2=CC1)C)=O)NC([C@@H]1N3C[C@H](N(C1)C(=O)OC(C)(C)C)C)=O tert-butyl (8aR,11R)-2-cyano-5,11-dimethyl-6,8-dioxo-5,6,7,8,8a,9,11,12-octahydro-10H-pyrazino[1',2':4,5]pyrazino[2,3-c][1,5]naphthyridine-10-carboxylate